NC1=NN2C(C=C(C=C2)C=2C(=NC(=C(C(=O)OC([2H])([2H])[2H])C2)OC([2H])([2H])[2H])C)=N1 Methyl-d3 5-(2-amino-[1,2,4]triazolo[1,5-a]pyridin-7-yl)-2-(methoxy-d3)-6-methylnicotinate